C1(=CC=CC=C1)C1=NC(=NC(=N1)C1=CC=CC=C1)C=1C=C(C=CC1)C=1C=NC2=C3N=CC=CC3=CC=C2C1 3-(3-(4,6-diphenyl-1,3,5-triazin-2-yl)phenyl)-1,10-phenanthroline